CN(C(=O)C1=NC=CC(=C1)NC(O[C@@H](COC1=CC2=C(N=C(S2)C2=C3N=CC(=NC3=CC(=C2)C)OC)C=C1F)C)=O)C (R)-1-((5-fluoro-2-(2-methoxy-7-methylquinoxalin-5-yl)benzo[d]thiazol-6-yl)oxy)propan-2-yl (2-(dimethylcarbamoyl)pyridin-4-yl)carbamate